BrC=1C(=C(C=C(C1F)Cl)C(C#N)C)OC(C)C 2-(3-bromo-5-chloro-4-fluoro-2-isopropoxyphenyl)propionitrile